BrC1=C(SC(=C1)Br)C=1SC(=CC1Br)Br 3,3',5,5'-tetrabromo-2,2'-bithiophene